tert-butyl (S)-4-(2-((1-(3-azidopropyl)pyrrolidin-2-yl)methoxy)-7-(8-ethynyl-7-fluoro-3-(methoxymethoxy)naphthalen-1-yl)-8-fluoropyrido[4,3-d]pyrimidin-4-yl)piperazine-1-carboxylate N(=[N+]=[N-])CCCN1[C@@H](CCC1)COC=1N=C(C2=C(N1)C(=C(N=C2)C2=CC(=CC1=CC=C(C(=C21)C#C)F)OCOC)F)N2CCN(CC2)C(=O)OC(C)(C)C